C1(CC=CCC1)C(=O)OCC1CO1 3-cyclohexenecarboxylic acid, glycidyl ester